C(C)(C)(C)OC(=O)N1C[C@@H](CC1)CCO 3-(S)-(2-hydroxyethyl)pyrrolidine-1-carboxylic acid tert-butyl ester